3-[[[1-(2-hydroxyethyl)-1H-tetrazole-5-yl]thio]-methyl]-7-methoxy-8-oxo-5-oxa-1-azabicyclo[4.2.0]oct-2-ene-2-carboxylic acid diphenylmethyl ester C1(=CC=CC=C1)C(C1=CC=CC=C1)OC(=O)C=1N2C(C(C2OCC1CSC1=NN=NN1CCO)OC)=O